N-ethyl-N-((R)-1-(4-(8-((6-hydroxyhexyl)oxy)imidazo[1,2-a]pyrazin-6-yl)-5-methoxypyridin-2-yl)ethyl)-2-methylpropan-2-sulfinamide C(C)N(S(=O)C(C)(C)C)[C@H](C)C1=NC=C(C(=C1)C=1N=C(C=2N(C1)C=CN2)OCCCCCCO)OC